C(#N)C=1C=C(C=CC1C#N)[C@@H](C(=O)NC1=NN(C(=C1)C(F)(F)F)C)[C@@H]1CC(CC1)(F)F (S)-2-(3,4-dicyanophenyl)-2-((S)-3,3-difluorocyclopentyl)-N-(1-methyl-5-(trifluoromethyl)-1H-pyrazol-3-yl)acetamide